NC=1C2=C(N=CN1)N(C(=C2C2=CC=C(C=C2)OC2=NC(=CC=C2)C)C=2C=NN(C2)C2CN(CC2)C(C=C)=O)C 1-(3-(4-(4-amino-7-methyl-5-(4-((6-methylpyridin-2-yl)oxy)phenyl)-7H-pyrrolo[2,3-d]pyrimidin-6-yl)-1H-pyrazol-1-yl)pyrrolidin-1-yl)prop-2-en-1-one